COC=1C=C(C=CC1)C=1CCNCC1 4-(3-methoxyphenyl)-1,2,3,6-tetrahydropyridine